1,3,5-triphenylbiuret C1(=CC=CC=C1)NC(=O)N(C(=O)NC1=CC=CC=C1)C1=CC=CC=C1